7-cyclopentyl-N-(1H-indazol-5-yl)-7H-pyrrolo[2,3-d]pyrimidin-2-amine C1(CCCC1)N1C=CC2=C1N=C(N=C2)NC=2C=C1C=NNC1=CC2